1-[[3-(azetidin-1-yl)-4-pyridyl]methyl]-3-(4,4-difluorotetrahydrofuran-3-yl)-1-methyl-urea N1(CCC1)C=1C=NC=CC1CN(C(=O)NC1COCC1(F)F)C